CCCCCCOC=O N-hexyl formate